N-methyl-N-phenylbenzo[4,5]imidazo[1,2-a]pyrimidin-4-amine CN(C1=CC=NC=2N1C1=C(N2)C=CC=C1)C1=CC=CC=C1